ClC1=NC(=CC(=C1)C1OCCOC1)Cl 2,6-dichloro-4-(1,4-dioxan-2-yl)pyridine